methyl (2R)-4-[(4-fluoro-3-{[(6-methyl(3-pyridyl))amino]carbonylamino}phenyl)methyl]-2-(methoxymethyl)piperazinecarboxylate FC1=C(C=C(C=C1)CN1C[C@@H](N(CC1)C(=O)OC)COC)NC(=O)NC=1C=NC(=CC1)C